C(CC)OCN(CCO)CCO propoxyMethyldiethanolamine